C(=O)O.C(=O)O.COC1=C2C=C(NC2=CC=C1)C1=CC2=C(O[C@@H](CN2)[C@@H](C2=CC=CC=C2)NCCC2=CC=C(C#N)C=C2)N=C1 4-(2-(((R)-((S)-7-(4-methoxy-1H-indol-2-yl)-2,3-dihydro-1H-pyrido[2,3-b][1,4]oxazin-3-yl)(phenyl)methyl)amino)ethyl)benzonitrile diformate